FC1=C(C(=CC=C1N1C=CC=C1)F)[Ti]C1=C(C(=CC=C1F)N1C=CC=C1)F bis(2,6-difluoro-3-(1H-pyrrole-1-yl)phenyl)titanium